ClC1=C(C=CC=C1Cl)C1=C(N=C(N=N1)C1C2(C(C(OC2)C)N)CCNC1)C 6-(2,3-dichlorophenyl-5-methyl-1,2,4-triazin-3-yl)-3-methyl-2-oxa-8-azaspiro[4.5]decan-4-amine